CC1(CC2C(C(OC2=O)=O)C2=CC=CC=C12)C1C(OC(C1)=O)=O 1,3,3a,4,5,9b-hexahydro-5-methyl-5-(tetrahydro-2,5-dioxo-3-furyl)-naphtho[1,2-c]furan-1,3-dione